[O-]CCCC.[O-]CCCC.[Ti+2] titanium dibutoxide